O=S1(N(CC(N1)=O)C=1C(=C(C=CC1O)C1=CC(=C(C=C1)NS(=O)(=O)C1CC1)F)F)=O N-(3'-(1,1-dioxido-4-oxo-1,2,5-thiadiazolidin-2-yl)-2',3-difluoro-4'-hydroxy-[1,1'-biphenyl]-4-yl)cyclopropanesulfonamide